6-aminopyrimidine-4-carbonitrile NC1=CC(=NC=N1)C#N